4-(N-(3,3-difluorocyclobutyl)sulfamoyl)benzoic Acid FC1(CC(C1)NS(=O)(=O)C1=CC=C(C(=O)O)C=C1)F